Dimethylsilyl-(benzo[e]inden-3-yl)(3-(2-pentyl)-1,5,6,7-tetrahydro-s-indacenyl)zirconium dichloride [Cl-].[Cl-].C[SiH](C)[Zr+2](C1C=C(C2=CC=3CCCC3C=C12)C(C)CCC)C1C=CC=2C3=C(C=CC12)C=CC=C3